N[C@@H](CCC(=O)N[C@@H]([C@H](O)C)C(=O)O)C(=O)O gamma-glutamylthreonine